BrCC1=CC=C(C=C1)C1(CC1)F 1-(bromomethyl)-4-(1-fluorocyclopropyl)benzene